(S)-1-hydroxy-3-((4-methoxybenzyl)oxy)propane OCCCOCC1=CC=C(C=C1)OC